5-phenyl-2-phenylmercapto-1,3,4-thiadiazole C1(=CC=CC=C1)C1=NN=C(S1)SC1=CC=CC=C1